COC=1N=C2C(=CC=NC2=CC1OC)OC1=C(C=C(C=C1)NC(=O)C=1C(C(=C(N2C1COCC2)C)C=2SC=CC2)=O)F N-[4-[(6,7-Dimethoxy-1,5-naphthyridin-4-yl)oxy]-3-fluorophenyl]-6-methyl-8-oxo-7-thiophen-2-yl-3,4-dihydro-1H-pyrido[2,1-c][1,4]oxazine-9-carboxamide